ClC=1C=CC(=NC1)N1N=CC=C1 5-chloro-2-(1H-pyrazol-1-yl)pyridine